tert-Butyl 7-(8-((tert-butoxycarbonyl)amino)-3-((((1S,2R)-2-cyanocyclobutoxy)carbonyl)amino)-7-fluoroisoquinolin-6-yl)-8-methyl-2,3-dihydro-1H-pyrido[2,3-b][1,4]oxazine-1-carboxylate C(C)(C)(C)OC(=O)NC=1C(=C(C=C2C=C(N=CC12)NC(=O)O[C@@H]1[C@H](CC1)C#N)C1=C(C2=C(OCCN2C(=O)OC(C)(C)C)N=C1)C)F